C(=C)[C@@H]1OC[C@H](CO1)N1C(C2=CC=CC=C2C1=O)=O Trans-2-((2r,5r)-2-vinyl-1,3-dioxan-5-yl)isoindoline-1,3-dione